((2S,3R,6R)-2,6-Dimethyl-3-(((5-(trifluoromethyl)pyrazin-2-yl)amino)methyl)morpholino)(6-methyl-3-(2H-1,2,3-triazol-2-yl)pyridin-2-yl)methanone C[C@@H]1O[C@@H](CN([C@@H]1CNC1=NC=C(N=C1)C(F)(F)F)C(=O)C1=NC(=CC=C1N1N=CC=N1)C)C